2-(3-Isopropylphenoxy)acetic acid methyl ester COC(COC1=CC(=CC=C1)C(C)C)=O